Cl.ClC1=CC=C(OCCCNC(=N)N)C=C1 (3-(4-chlorophenoxy)propyl)guanidine hydrochloride